l-N-(4-azidobenzenesulfonyl)acetamide N(=[N+]=[N-])C1=CC=C(C=C1)S(=O)(=O)NC(C)=O